4-(8-(3-(8-fluoro-5-methyl-1-oxo-1,2-dihydroisoquinolin-3-yl)propionyl)-3,8-diazabicyclo[3.2.1]octan-3-yl)benzonitrile FC=1C=CC(=C2C=C(NC(C12)=O)CCC(=O)N1C2CN(CC1CC2)C2=CC=C(C#N)C=C2)C